CC(C=O)C 2-methylpropionaldehyde